4-(2-bromo-5-((2-(trimethylsilyl)ethoxy)methyl)-5H-pyrrolo[2,3-b]pyrazin-7-yl)morpholine BrC=1N=C2C(=NC1)N(C=C2N2CCOCC2)COCC[Si](C)(C)C